methyl (7S)-((1-((6-(trifluoromethyl)pyridin-3-yl)methyl)-1H-pyrazol-4-yl)methyl)(4,7,8-trimethyl-6-oxo-5,6,7,8-tetrahydropteridin-2-yl)carbamate FC(C1=CC=C(C=N1)CN1N=CC(=C1)CN(C(OC)=O)C1=NC=2N([C@H](C(NC2C(=N1)C)=O)C)C)(F)F